C(C)(=O)C1=NN(C2=CC=C(C=C12)C=1N=NC(=CC1)C)CC(=O)OC(C)(C)C tert-Butyl 2-(3-acetyl-5-(6-methylpyridazin-3-yl)-1H-indazol-1-yl)acetate